ClC=1C(=C(C(=O)N(C)C)C=C(N1)N(C)C1CCCC1)C=O 2-chloro-6-(cyclopentyl-(methyl)amino)-3-formyl-N,N-dimethylisonicotinamide